C(#N)C[C@@H]1N(CCN(C1)C1=NC(=NC2=C(C(=CC=C12)C1=CC=CC2=CC=C(C(=C12)C#C)F)F)OC[C@]12CCCN2C[C@@H](C1)F)C(=O)OC(C)(C)C tert-butyl (S)-2-(cyanomethyl)-4-(7-(8-ethynyl-7-fluoronaphth-1-yl)-8-fluoro-2-(((2R,7aS)-2-fluorotetrahydro-1H-pyrrolizin-7a(5H)-yl)methoxy)quinazolin-4-yl)piperazine-1-carboxylate